t-hexyl peroxide (2-ethylhexanoate) C(C)C(C(=O)O)CCCC.C(C)(C)(CCC)OOC(C)(C)CCC